2-(4-bromo-2-(trifluoromethyl)phenyl)ethan-1-amine BrC1=CC(=C(C=C1)CCN)C(F)(F)F